ethyl-3-((1r,4r)-4-(4-bromo-3-methylphenoxy)cyclohexyl)propanoate C(C)OC(CCC1CCC(CC1)OC1=CC(=C(C=C1)Br)C)=O